7'-fluoro-5'-(4-methyl-6-oxo-1,4,5,6-tetrahydropyridazin-3-yl)spiro[cyclopropane-1,3'-indolin]-2'-one FC=1C=C(C=C2C3(C(NC12)=O)CC3)C3=NNC(CC3C)=O